L-7-ethyl-theophylline tert-butyl-(3R,4R)-4-({2-[(tert-butoxycarbonyl)(phenyl)amino]ethyl}amino)-3-(3,4-dichlorophenyl)piperidine-1-carboxylate C(C)(C)(C)OC(=O)N1C[C@H]([C@@H](CC1)NCCN(C1=CC=CC=C1)C(=O)OC(C)(C)C)C1=CC(=C(C=C1)Cl)Cl.C(C)N1C=NC=2N(C(N(C)C(C12)=O)=O)C